tetrahydro-2-furanylmethyl-2-methyl-5-oxo-7-(2-thienyl)-4-(3-thienyl)-1,4,5,6,7,8-hexahydro-3-quinolinecarboxylate O1C(=CC=C1)CC1(NC2CC(CC(C2C(C1C(=O)[O-])C1=CSC=C1)=O)C=1SC=CC1)C